4-(1-methyl-1H-pyrazol-4-yl)-N-(4-(4-methylpiperazin-1-yl)phenyl)-7H-pyrrolo[2,3-d]pyrimidin-2-amine CN1N=CC(=C1)C=1C2=C(N=C(N1)NC1=CC=C(C=C1)N1CCN(CC1)C)NC=C2